(((9H-fluoren-9-yl)methoxy)carbonyl)((methyl)amino)-3-(((4-methoxyphenyl)diphenylmethyl)thio)-2-methylpropanoic acid C1=CC=CC=2C3=CC=CC=C3C(C12)COC(=O)C(C(C(=O)O)(C)NC)SC(C1=CC=CC=C1)(C1=CC=CC=C1)C1=CC=C(C=C1)OC